FC(CC(CO)NC1=NNC2=NC=CC(=C21)OC2=C(C=C(C=C2)NC(=O)C=2C(N(N=CC2)C2=CC=C(C=C2)F)=O)F)F N-(4-((3-((4,4-difluoro-1-hydroxybutan-2-yl)amino)-1H-pyrazolo[3,4-b]pyridin-4-yl)oxy)-3-fluorophenyl)-2-(4-fluorophenyl)-3-oxo-2,3-dihydropyridazine-4-carboxamide